FC1=C(C=CC=C1O)O 2-fluorobenzene-1,3-diol